tert-Butyl 4-[methyl[(3R,4R)-4-methylpiperidin-3-yl]amino]-5H,6H,7H,8H-pyrido[3,4-d]pyrimidine-7-carboxylate CN(C=1C2=C(N=CN1)CN(CC2)C(=O)OC(C)(C)C)[C@H]2CNCC[C@H]2C